CC(C)[C@]1(C(=O)NC(=N1)C2=C(C=C(C=N2)COC)C(=O)[O-])C.[NH4+] The molecule is an ammonium salt resulting from the formal reaction of the carboxy group of (S)-imazamox with 1 mol eq. of ammonia. It contains a (S)-imazamox(1-). It is an enantiomer of a (R)-imazamox-ammonium.